5-(2,3-dihydro-1H-inden-4-yl)-6-methoxy-1-(4-methoxybenzyl)-3-(1H-pyrazol-4-yl)-1H-pyrazolo[4,3-b]pyridine C1CCC2=C(C=CC=C12)C1=C(C=C2C(=N1)C(=NN2CC2=CC=C(C=C2)OC)C=2C=NNC2)OC